7-((3-methoxy-4-(4-(trifluoromethyl)piperidin-1-yl)phenyl)amino)-2H-benzo[b][1,4]oxazin-3(4H)-one COC=1C=C(C=CC1N1CCC(CC1)C(F)(F)F)NC=1C=CC2=C(OCC(N2)=O)C1